tert-butyl (Z)-(2-(3-(1-cyano-2-(4-methoxypyridin-3-yl)vinyl)-1H-indol-5-yl)ethyl)carbamate C(#N)\C(=C/C=1C=NC=CC1OC)\C1=CNC2=CC=C(C=C12)CCNC(OC(C)(C)C)=O